(E)-4-(3-{[4-(2-azidoethoxy)phenethyl](methyl)amino}prop-1-en-1-yl)-N,N-dimethylaniline N(=[N+]=[N-])CCOC1=CC=C(CCN(C/C=C/C2=CC=C(N(C)C)C=C2)C)C=C1